CC(C)(C)C=1C=C(C=C(C1O)C(C)(C)C)CCC(=O)O 3,5-bis(1,1-dimethyl-ethyl)-4-hydroxy-benzenepropanoic acid